3-bromo-9-(4-trifluoromethyl-phenyl)-9H-carbazole BrC=1C=CC=2N(C3=CC=CC=C3C2C1)C1=CC=C(C=C1)C(F)(F)F